2-[4-[(7-Chloro-4-oxo-3H-pyrido[4,3-d]pyrimidin-5-yl)amino]indol-1-yl]acetic acid ClC1=CC=2N=CNC(C2C(=N1)NC1=C2C=CN(C2=CC=C1)CC(=O)O)=O